CN1C(C(=CC2=C1N=C(N=C2)NC2=CC=C(C=C2)CC2CN(C2)S(=O)(=O)C)N2CCN(C1=C(C=CC=C21)C)C(C=C)=O)=O 8-methyl-6-(5-methyl-4-prop-2-enoyl-2,3-dihydroquinoxalin-1-yl)-2-[4-[(1-methylsulfonylazetidin-3-yl)methyl]anilino]pyrido[2,3-d]pyrimidin-7-one